C1(=CC=CC2=CC=CC=C12)C(=O)N1CCN(CC1)C([C@H](CCCCNC(C=C)=O)NC(CC1=C(C=CC=C1)F)=O)=O (S)-N-(6-(4-(1-naphthoyl)piperazin-1-yl)-5-(2-(2-fluorophenyl)acetamido)-6-oxohexyl)acrylamide